ClC=1C=C(C=CC1F)N(C(=O)[C@H]1N(C(N(C1)CCS(N(C)C)(=O)=O)=O)C1=NC(=CC(=C1)C(F)(F)F)C)C (S)-N-(3-Chloro-4-fluorophenyl)-1-(2-(N,N-dimethylsulfamoyl)ethyl)-N-methyl-3-(6-methyl-4-(trifluoromethyl)pyridin-2-yl)-2-oxoimidazolidin-4-carboxamid